CN1N=CC=2C=NC=C(C21)N=C(C2=CC=CC=C2)C2=CC=CC=C2 (1-methyl-1H-pyrazolo[4,3-c]pyridin-7-yl)-1,1-diphenylmethanimine